COC(=C[SiH2]C1=C2C(CC2)=CC=C1)OC 4-(dimethoxyvinylsilyl)benzocyclobutene